[3,3'-bipyridyl]-6-yl-boronic acid N1=CC(=CC=C1B(O)O)C=1C=NC=CC1